CC1=NC=2N(C(=C1)C1CN(CCC1)C(=O)OC(C)(C)C)N=C(C2)[C@@H]2CC[C@H](CC2)C(F)(F)F tert-butyl 3-{5-methyl-2-[trans-4-(trifluoromethyl)cyclohexyl]pyrazolo[1,5-a]pyrimidin-7-yl}piperidine-1-carboxylate